8-(3-chloro-4-fluorophenyl)-2-(2-(3,3-difluoroazetidin-1-yl)-2-oxoethyl)-4-methylpyrrolo[1,2-a]pyrazin-1(2H)-one ClC=1C=C(C=CC1F)C=1C=CN2C1C(N(C=C2C)CC(=O)N2CC(C2)(F)F)=O